(S)-2-methyl-N-(pyrrolidin-3-yl)-5-((5-(trifluoromethyl)pyridin-3-yl)methoxy)benzofuran CC=1OC2=C(C1)C=C(C=C2)OCC=2CN(C=C(C2)C(F)(F)F)[C@@H]2CNCC2